P(=O)([O-])([O-])[O-].C(CC)[Ca+].C(CC)[Ca+].C(CC)[Ca+] propylcalcium phosphate